9-bromo-7-hydroxy-2,3-dihydro-1H-cyclopenta[a]naphthalen-1-one BrC1=CC(=CC2=CC=C3C(=C12)C(CC3)=O)O